2-((3-(2-(4-isopropyl-2-(4-(trifluoromethyl)phenyl)thiazol-5-yl)ethyl)-5-methylbenzo[d]isoxazol-6-yl)(methyl)amino)ethan-1-ol C(C)(C)C=1N=C(SC1CCC1=NOC2=C1C=C(C(=C2)N(CCO)C)C)C2=CC=C(C=C2)C(F)(F)F